4-(2-{[(2S,7aR)-2-fluoro-hexahydro-1H-pyrrolizin-7a-yl]methoxy}-6-chloro-4-{3,8-diazabicyclo[3.2.1]octan-3-yl}-8-fluoroquinazolin-7-yl)naphthalen-2-ol F[C@H]1C[C@]2(CCCN2C1)COC1=NC2=C(C(=C(C=C2C(=N1)N1CC2CCC(C1)N2)Cl)C2=CC(=CC1=CC=CC=C21)O)F